C(C1=CC=CC=C1)OC(=O)NC1CN(C1)CC1CN(C1)C(=O)OC(C)(C)C tert-butyl 3-((3-(((benzyloxy)carbonyl)amino)azetidin-1-yl)methyl)azetidine-1-carboxylate